(3R,4R)-4-((S)-5H-Imidazo[5,1-a]isoindol-5-yl)-1-(2,2,2-trifluoroethyl)piperidin-3-ol C=1N=CN2C1C1=CC=CC=C1[C@@H]2[C@@H]2[C@H](CN(CC2)CC(F)(F)F)O